FC1=CC=C2C=CC=C(C2=C1F)C1=C(C=2N=C(N=C(C2C=N1)OCC(F)(F)F)OC[C@]12CCCN2C[C@@H](C1)F)F 7-(7,8-difluoronaphthalen-1-yl)-8-fluoro-2-(((2R,7aS)-2-fluorotetrahydro-1H-pyrrolizin-7a(5H)-yl)methoxy)-4-(2,2,2-trifluoroethoxy)pyrido[4,3-d]pyrimidine